COC1=NC=CC(=C1)C=1CCN(C1)C(=O)OCC1=CC=CC=C1 benzyl 4-(2-methoxypyridin-4-yl)-2,3-dihydro-1H-pyrrole-1-carboxylate